N[C@@H](CCC(=O)[C@](CSSC[C@@](C(=O)O)(N)C(CC[C@H](N)C(=O)O)=O)(C(=O)O)N)C(=O)O bisgamma-L-glutamyl-cystine